N1=CN=C(C2=C1NC=C2)N2N=C1C(=C2)CN(C1)C([C@H](CNC(C)C)C1=CC=C(C=C1)Cl)=O (S)-1-(2-(7H-pyrrolo[2,3-d]pyrimidin-4-yl)pyrrolo[3,4-c]pyrazol-5(2H,4H,6H)-yl)-2-(4-chlorophenyl)-3-(isopropylamino)propan-1-one